ClC1=C(N=CC=2NC([C@@H](N=C(C21)C2=C(C=CC=C2F)F)C)=O)C(F)(F)F (3S)-6-chloro-5-(2,6-difluorophenyl)-3-methyl-7-(trifluoromethyl)-1,3-dihydropyrido[3,4-e][1,4]diazepin-2-one